FC1=C(N=CC2=C1N=C(N=C2N2C[C@@H](CCC2)O)OC[C@]21CCCN1C[C@@H](C2)F)[Sn](CCCC)(CCCC)CCCC (R)-1-(8-Fluoro-2-(((2R,7aS)-2-fluorotetrahydro-1H-pyrrolizin-7a(5H)-yl)methoxy)-7-(tributylstannyl)pyrido[4,3-d]pyrimidin-4-yl)piperidin-3-ol